BrC=O Bromomethanone